1-[2-fluoro-4-(5-{2-[3-(trifluoromethoxy)phenyl]acetamido}-1,3,4-thiadiazol-2-yl)butyl]-N-{[5-(trifluoromethyl)pyridin-2-yl]methyl}-1H-1,2,3-triazole-4-carboxamide FC(CN1N=NC(=C1)C(=O)NCC1=NC=C(C=C1)C(F)(F)F)CCC=1SC(=NN1)NC(CC1=CC(=CC=C1)OC(F)(F)F)=O